C1(CC1)NC1=C(C=CC(=C1)C(=O)OC)C1N(CCCC1)CC1=C2C=CN(C2=C(C=C1OC)C)C(=O)OC(C)(C)C tert-Butyl 4-((2-(2-(cyclopropylamino)-4-(methoxycarbonyl)phenyl)piperidin-1-yl)methyl)-5-methoxy-7-methyl-1H-indole-1-carboxylate